C(C1=CC=CC=C1)OC1=C(C(=O)N2CC3=CC=C(C=C3C2)C(=O)N2CCC(CC2)CN2CCN(CC2)C=2C=C3CN(C(C3=CC2)=O)C2C(NC(CC2)=O)=O)C(=CC(=C1C)O)O 3-(5-(4-((1-(2-(2-(Benzyloxy)-4,6-dihydroxy-3-methylbenzoyl)isoindoline-5-carbonyl)piperidin-4-yl)methyl)piperazin-1-yl)-1-oxoisoindolin-2-yl)piperidine-2,6-dione